CS(=O)(=O)C1CN(C1)C(=O)O[C@@H]1CC[C@H](CC1)C(N(C1=NC=CC(=C1)C=1C=NN(C1)C(C)C)C[C@@H]1CC[C@H](CC1)C1=CC(=C(C=C1)OC)C#N)=O trans-4-(((trans-4-(3-Cyano-4-methoxy-phenyl)cyclohexyl)-methyl)(4-(1-iso-propyl-1H-pyrazol-4-yl)pyridin-2-yl)carbamoyl)cyclohexyl 3-(methylsulfonyl)-azetidine-1-carboxylate